2-(4-benzylpiperazin-1-yl)ethanamine dihydrochloride Cl.Cl.C(C1=CC=CC=C1)N1CCN(CC1)CCN